4-chloropentyl benzyloxymethyl ether C(C1=CC=CC=C1)OCOCCCC(C)Cl